6-oxo-8-[6-(prop-1-en-2-yl)pyridin-3-yl]-2H,3H,4H,6H-pyrimido[2,1-b][1,3]thiazine-7-carbonitrile O=C1C(=C(N=C2SCCCN21)C=2C=NC(=CC2)C(=C)C)C#N